N-(((2S,4S)-4-hydroxypyrrolidin-2-yl)methyl)-4-(1H-pyrrolo[2,3-b]pyridin-4-yl)-3,4-dihydro-2H-1,4-thiazine-6-carboxamide hydrochloride Cl.O[C@H]1C[C@H](NC1)CNC(=O)C1=CN(CCS1)C1=C2C(=NC=C1)NC=C2